2-amino-4-methoxybenzoic acid NC1=C(C(=O)O)C=CC(=C1)OC